CC=1C=C(N)C=CC1N1[C@@H]2CN([C@H](C1)C2)C 3-methyl-4-[(1S,4S)-5-methyl-2,5-diazabicyclo[2.2.1]heptan-2-yl]aniline